C(C)(C)C1=C(NC2=C1N=C(S2)C(=O)NC2COC2)C=2C=C(C=1N(C2)N=CN1)C 6-isopropyl-5-(8-methyl-[1,2,4]triazolo[1,5-a]pyridin-6-yl)-N-(oxetan-3-yl)-4H-pyrrolo[3,2-d]thiazole-2-carboxamide